Cl.C1(=CC=C(C=C1)N1C(N(C2=NC(=CC=C21)C(=O)NC2CCOCC2)[C@@H]2CNCC2)=O)C2=CC=CC=C2 (S)-1-([1,1'-Biphenyl]-4-yl)-2-oxo-3-(pyrrolidin-3-yl)-N-(tetrahydro-2H-pyran-4-yl)-2,3-dihydro-1H-imidazo[4,5-b]pyridine-5-carboxamide Hydrochloride